FC1=C(CN)C(=CC=C1)C(F)(F)F 2-fluoro-6-(trifluoromethyl)benzylamine